N-(6-((4-cyanobenzyl)(methyl)amino)-2,2-dimethyl-2,3-dihydrobenzo-furan-5-yl)pyrazolo[1,5-a]pyrimidine-3-carboxamide C(#N)C1=CC=C(CN(C2=CC3=C(CC(O3)(C)C)C=C2NC(=O)C=2C=NN3C2N=CC=C3)C)C=C1